CN(CC(=O)N1C2CC(CC1CC2)NC=2N=C(C1=C(N2)C=CS1)NC1=NNC(=C1)C)C 2-(dimethylamino)-1-((3-exo)-3-((4-((5-methyl-1H-pyrazol-3-yl)amino)thieno[3,2-d]pyrimidin-2-yl)amino)-8-azabicyclo[3.2.1]octan-8-yl)ethan-1-one